4-(((1S,3S)-3-acrylamidocyclohexyl)amino)-1H-pyrrolo[2,3-b]pyridine-5-carboxamide C(C=C)(=O)N[C@@H]1C[C@H](CCC1)NC1=C2C(=NC=C1C(=O)N)NC=C2